borate potassium salt [K+].B([O-])([O-])[O-].[K+].[K+]